Methyl 4'-cyano-6-fluoro-4-methoxy-[1,1'-biphenyl]-3-carboxylate C(#N)C1=CC=C(C=C1)C1=CC(=C(C=C1F)OC)C(=O)OC